2,2,2-trichloroethyl D-leucinate N[C@H](CC(C)C)C(=O)OCC(Cl)(Cl)Cl